(10-(3,4-dimethylphenyl)decyl)triphenylphosphonium bromide [Br-].CC=1C=C(C=CC1C)CCCCCCCCCC[P+](C1=CC=CC=C1)(C1=CC=CC=C1)C1=CC=CC=C1